2-bromo-1-iodo-4-methyl-benzene BrC1=C(C=CC(=C1)C)I